3-Oxo-2,8-diaza-spiro[4.5]decane-8-carboxylic acid (4-methoxy-7-phenyl-thiazolo[4,5-c]pyridin-2-yl)-amide COC1=NC=C(C2=C1N=C(S2)NC(=O)N2CCC1(CC(NC1)=O)CC2)C2=CC=CC=C2